tert-butyl 2,2-dimethyl-octanoate CC(C(=O)OC(C)(C)C)(CCCCCC)C